ClC=1C=C(C=C(C1CC1=C(C(=C(C=C1)O)C(C)C1=CC=C(C=C1)F)F)Cl)CC(=O)O 2-(3,5-dichloro-4-(2-fluoro-3-(1-(4-fluorophenyl)ethyl)-4-hydroxybenzyl)phenyl)acetic acid